N[C@H](CC1=C(C=2N=NC=C(C2S1)NCC=1SC=CC1)C)C[C@H]1C(C1)(F)F 6-[(2S)-2-amino-3-[(1R)-2,2-difluorocyclopropyl]propyl]-7-methyl-N-(thiophen-2-ylmethyl)thieno[3,2-c]pyridazin-4-amine